(1R,3S,4R)-2-(4,7-difluoro-1H-indole-2-carbonyl)-5,5-difluoro-N-((R,E)-4-fluoro-4-(methylsulfonyl)-1-((R)-2-oxopyrrolidin-3-yl)but-3-en-2-yl)-2-azabicyclo[2.2.2]octane-3-carboxamide FC1=C2C=C(NC2=C(C=C1)F)C(=O)N1[C@H]2CC([C@@H]([C@H]1C(=O)N[C@H](C[C@@H]1C(NCC1)=O)\C=C(\S(=O)(=O)C)/F)CC2)(F)F